ClC1=CC=CC=2N=C(SC21)N2CCN(CC2)C(=O)C2=C(C=CC=C2)S(=O)(=O)CC [4-(7-chloro-1,3-benzothiazol-2-yl)piperazin-1-yl]-(2-ethylsulfonylphenyl)methanone